1-((((Tert-butoxycarbonyl)-L-leucyl)oxy)methyl)-5-(4-(hexyloxy)-1,2,5-thiadiazol-3-yl)-1-methyl-1,2,3,6-tetrahydropyridin-1-ium iodide [I-].C(C)(C)(C)OC(=O)N[C@@H](CC(C)C)C(=O)OC[N+]1(CCC=C(C1)C1=NSN=C1OCCCCCC)C